C(C)OC(=O)C=1N(C=C(C1)Br)C1=C(C=CC(=C1)OCCN(C)C)[N+](=O)[O-].FC=1C=C(OCCN(C)C)C=CC1[N+](=O)[O-] 2-(3-fluoro-4-nitrophenoxy)-N,N-dimethylethan-1-amine ethyl-4-bromo-1-(5-(2-(dimethylamino)ethoxy)-2-nitrophenyl)-1H-pyrrole-2-carboxylate